N-aminoethyl-γ-aminopropyltrimethylsilane NCCNCCC[Si](C)(C)C